N-(1'-(6-(3-(2-methoxyethoxy)pyrrolidin-1-yl)-4-methylpyridin-2-yl)-1',2'-dihydrospiro[cyclopropane-1,3'-pyrrolo[3,2-c]pyridin]-6'-yl)acetamide COCCOC1CN(CC1)C1=CC(=CC(=N1)N1CC2(C=3C=NC(=CC31)NC(C)=O)CC2)C